(3R,4R)-1-(cyclopropylsulfonyl)-4-((5-fluoro-7-(5-(trifluoromethyl)pyridin-2-yl)pyrrolo[2,1-f][1,2,4]triazin-2-yl)amino)piperidin-3-ol C1(CC1)S(=O)(=O)N1C[C@H]([C@@H](CC1)NC1=NN2C(C=N1)=C(C=C2C2=NC=C(C=C2)C(F)(F)F)F)O